1-ethynylcyclopropan-1-ol C(#C)C1(CC1)O